(S)-4-(2-((1-(1-acetylazetidin-3-yl)-1H-pyrazol-4-yl)amino)-5-methylpyrimidin-4-yl)-N-(1-cyanoethyl)benzamide C(C)(=O)N1CC(C1)N1N=CC(=C1)NC1=NC=C(C(=N1)C1=CC=C(C(=O)N[C@@H](C)C#N)C=C1)C